sodium 5-[2-chloro-4-(trifluoromethyl) phenoxy]-2-nitrobenzoate ClC1=C(OC=2C=CC(=C(C(=O)[O-])C2)[N+](=O)[O-])C=CC(=C1)C(F)(F)F.[Na+]